FCCOCCOCC(F)(F)F 1-(2-fluoroethoxy)-2-(2,2,2-trifluoroethoxy)ethane